[N+](=O)([O-])C=1C=CC(=NC1)OC1=CC=C(C=C1)C1=CC(=CC=C1)CC(=O)N 2-(4'-((5-nitropyridin-2-yl)oxy)-[1,1'-biphenyl]-3-yl)acetamide